FC(C1(CCCCC1)OCCO)(F)F 2-((1-(trifluoromethyl)cyclohexyl)oxy)ethane-1-ol